BrCC1CCC(CC1)C(=O)O 4-(bromomethyl)cyclohexanecarboxylic acid